FC1=CC=C(C=C1)C1=NN=C2N1C=CC=C2 3-p-fluorophenyl-[1,2,4]triazolo[4,3-a]pyridine